[Pt].C(=C)[Si]1(O[SiH](O[SiH](O[SiH](O1)C)C)C)C vinyl-tetramethylcyclotetrasiloxane platinum